5,7-di-chloro-1-oxo-N-[1-(2-pyrimidin-2-yl-1,2,4-triazol-3-yl)ethyl]-1,2-benzothiazol-3-amine ClC=1C=C(C2=C(C(=NS2=O)NC(C)C=2N(N=CN2)C2=NC=CC=N2)C1)Cl